(S)-N-(1-(4-(1-naphthoyl)piperazin-1-yl)-6-acrylamido-1-oxohexan-2-yl)-1-naphthamide C1(=CC=CC2=CC=CC=C12)C(=O)N1CCN(CC1)C([C@H](CCCCNC(C=C)=O)NC(=O)C1=CC=CC2=CC=CC=C12)=O